6-(4-(2-(3-(3-amino-6-(2-hydroxyphenyl)pyridazin-4-yl)-3,8-diazabicyclo[3.2.1]octan-8-yl)pyrimidin-5-yl)piperazin-1-yl)spiro[3.3]heptane-2-carboxylic acid NC=1N=NC(=CC1N1CC2CCC(C1)N2C2=NC=C(C=N2)N2CCN(CC2)C2CC1(CC(C1)C(=O)O)C2)C2=C(C=CC=C2)O